C(C)OC(=O)C=1N(C2=CC=CC=C2C1)CC1CCN(CC1)C 1-((1-Methylpiperidin-4-yl)methyl)-1H-indole-2-carboxylic acid ethyl ester